2-(2-Diethylamino-ethoxy)-11,11-dimethyl-5-oxo-10,11-dihydro-5H-pyrido[2,3-b]carbazole-8-carbonitrile C(C)N(CCOC=1C=CC2=C(C(C=3NC4=CC(=CC=C4C3C2=O)C#N)(C)C)N1)CC